OC1=CC=C(C=C1)/C(=C(\CC)/C1=CC=CC=C1)/C1=CC=C(OCCOCCOC=2C=C3CN(C(C3=CC2)=O)C2C(NC(CC2)=O)=O)C=C1 (Z)-3-(5-(2-(2-(4-(1-(4-hydroxyphenyl)-2-phenylbut-1-en-1-yl)phenoxy)ethoxy)ethoxy)-1-oxoisoindolin-2-yl)piperidine-2,6-dione